5-amino-1-(tert-butyl)-1H-pyrazole-4-carboxamide NC1=C(C=NN1C(C)(C)C)C(=O)N